ClC1=CC=2N=C(N=CC2C(=N1)N(CCO)C)SC 2-((7-chloro-2-(methylthio)pyrido[4,3-d]pyrimidin-5-yl)(methyl)amino)ethan-1-ol